Methyl 4-[1,3-dimethyl-1H-thieno[2,3-c]pyrazol-5-yl]-2,4-dioxobutanoate CN1N=C(C2=C1SC(=C2)C(CC(C(=O)OC)=O)=O)C